2,2'-azobis[2-methyl-N-(2-hydroxyethyl)-propionamid] N(=NC(C(=O)NCCO)(C)C)C(C(=O)NCCO)(C)C